3-(1-naphthyl)-1H-indole-5-carboxylic acid C1(=CC=CC2=CC=CC=C12)C1=CNC2=CC=C(C=C12)C(=O)O